FC1(CC1)C(=O)N[C@H](C(=O)N1C(CCC1)C(=O)N)C(C)(C)C 1-((S)-2-(1-fluorocyclopropane-1-carboxamido)-3,3-dimethylbutanoyl)pyrrolidine-2-carboxamide